C(=C)C1N(C=CC=C1)CCCS(=O)(=O)O Vinyl-1-pyridinepropanesulfonic acid